2,6-diamino-pyrazineterephthalamide NC1(NC(=CN=C1)N)C1=CC(=CC=C1C(=O)N)C(=O)N